CN(CC1=NC=CC=C1)C N,N-dimethyl-2-pyridinemethanamine